Ethyl (E)-1-benzyl-4-(2-ethoxyvinyl)-1H-pyrazole-3-carboxylate C(C1=CC=CC=C1)N1N=C(C(=C1)\C=C\OCC)C(=O)OCC